BrC=1N=C(NN1)N 5-bromo-2H-1,2,4-triazole-3-amine